C(C=C)(=O)N1CCN(CC1)C1=C(C(N(C2=C(C(=C(C=C12)F)C1=CC=C(C2=C1N=C(S2)N)F)Cl)C=2C(=NC=CC2C)C(C)C)=O)C#N 4-(4-propenoylpiperazin-1-yl)-7-(2-amino-7-fluoro-benzo[d]thiazol-4-yl)-8-chloro-6-fluoro-1-(2-isopropyl-4-methylpyridin-3-yl)-2-oxo-1,2-dihydroquinoline-3-carbonitrile